C(C(C(CC(=O)O)C(=O)O)C(=O)O)C(=O)O butane-1,2,3,4-tetra-carboxylic acid